1,1'-(2,6-dimethyl-4-(thieno[3,2-c]pyridin-3-yl)-1,4-dihydropyridin-3,5-diyl)bis(ethan-1-one) CC=1NC(=C(C(C1C(C)=O)C1=CSC2=C1C=NC=C2)C(C)=O)C